2'-chloro-N-(5-(3-chloro-5-(difluoromethyl)-4,6-dimethyl-picolinoyl)-5,6-dihydro-4H-pyrrolo[3,4-d]thiazol-2-yl)-5'-methoxy-6-methyl-[4,4'-bipyridine]-3-carboxamide ClC1=NC=C(C(=C1)C1=C(C=NC(=C1)C)C(=O)NC=1SC2=C(N1)CN(C2)C(C2=NC(=C(C(=C2Cl)C)C(F)F)C)=O)OC